The molecule is a cisplatin-modified (di)nucleotide in which cisplatin has formed an adduct with one molecule of d(pApG), coordinated to platinum through the adenine and guanine N(7) atoms. It contains a 5'-d(pApG)-3'. C1[C@@H]([C@H](O[C@H]1N2C=NC3=C2N=C(NC3=O)N)COP(=O)(O)O[C@H]4C[C@@H](O[C@@H]4COP(=O)(O)O)N5C=NC6=C(N=CN=C65)N)O.N.N.[Pt+2]